(4S)-5-bromo-4,7-dimethyl-5',6'-dihydro-2'H,4'H-spiro[isochromane-1,3'-pyran] BrC1=C2[C@@H](COC3(COCCC3)C2=CC(=C1)C)C